2-(3-(4-(2,2-difluoroethoxy)phenyl)-6-oxopyridazin-1(6H)-yl)-N-ethylacetamide FC(COC1=CC=C(C=C1)C1=NN(C(C=C1)=O)CC(=O)NCC)F